C1(CC1)C=1C=C(C(=NC1)N1CCN(CC1)C(=O)C1=CC=C(C=C1)C1(C(NC(N1)=O)=O)CCC)C 5-{4-[4-(5-cyclopropyl-3-methylpyridin-2-yl)piperazine-1-carbonyl]phenyl}-5-propylimidazolidine-2,4-dione